O1C(OCCC1)CC[Mg]Br (1,3-dioxacyclohexylethyl)magnesium bromide